CC/C=C\\C[C@H]1/C(=C\\C=C/C/C=C\\C/C=C\\C/C=C\\CCC(=O)O)/O1 The molecule is a polyunsaturated fatty acid that is (4Z,7Z,10Z,13Z,15E,19Z)-docosahexaenoic acid having an epoxy group across positions 16 and 17. It is an epoxy fatty acid, a long-chain fatty acid and a polyunsaturated fatty acid.